2-(3-iodo-2-chlorophenyl)-4,4,5,5-tetramethyl-1,3,2-dioxaborolane IC=1C(=C(C=CC1)B1OC(C(O1)(C)C)(C)C)Cl